NC1=CC=C(OP2(=NP(=NP(=N2)(OC2=CC=C(C=C2)N)OC2=CC=C(C=C2)N)(OC2=CC=C(C=C2)N)OC2=CC=C(C=C2)N)OC2=CC=C(C=C2)N)C=C1 hexakis(p-aminophenoxy)-cyclotriphosphazene